C(C)N1C=2N(CC1)C(=C(N2)C2=NC(=CC=C2)C)C=2C=CC=1N(C2)N=CN1 6-(1-Ethyl-6-(6-methylpyridin-2-yl)-2,3-dihydro-1H-imidazo[1,2-a]imidazol-5-yl)-[1,2,4]triazolo[1,5-a]pyridine